ClC1=C(C(=O)N[C@H](C(=O)O)CNC(=O)N[C@@H]2CCC3=CC=CC=C23)C(=CC=C1NCCC(C)C)Cl (S)-2-(2,6-dichloro-3-(isopentylamino)benzamido)-3-(3-((R)-2,3-dihydro-1H-inden-1-yl)ureido)propanoic acid